FC(C=1C=C(\C=N\C(C(=O)OC)(CC)CBr)C=C(C1)C(F)(F)F)(F)F (E)-methyl 2-((3,5-bis(trifluoromethyl) benzylidene) amino)-2-bromomethylbutyrate